NC(CCNC1=NOC2=C1C(=C(C=C2)CN2C[C@@H](N(CC2)C(=O)OC(C)(C)C)C)C)=O tert-butyl (S)-4-((3-((3-amino-3-oxopropyl)amino)-4-methylbenzo[d]isoxazol-5-yl)methyl)-2-methylpiperazine-1-carboxylate